FC1=CC2=C(C(NCCO2)=O)C=C1NC1=CN=NC=C1 8-fluoro-7-(pyridazin-4-ylamino)-3,4-dihydrobenzo[f][1,4]oxazepin-5(2H)-one